N,N-dimethyl-4'-methoxy-2,3,4,5-tetrahydro-[1,1'-biphenyl]-4-amine CN(C1CCC(=CC1)C1=CC=C(C=C1)OC)C